2-(1H-imidazol-1-yl)-N-((1R,4R)-4-((R)-3,3,3-trifluoro-2-hydroxy-2-methylpropionamido)cyclohexyl)-5H-pyrrolo[3,2-d]pyrimidine-4-carboxamide N1(C=NC=C1)C=1N=C(C2=C(N1)C=CN2)C(=O)NC2CCC(CC2)NC([C@@](C(F)(F)F)(C)O)=O